racemic-4-methyl-5-phenyl-1,4-diazepan-2-one CN1CC(NCC[C@@H]1C1=CC=CC=C1)=O |r|